C(C)C=1C=NC=C(C1N1C(N(C=2C=NC=3C=C(C(=CC3C21)C2=NN(N=C2)C)OC)C)=O)F 1-(3-Ethyl-5-fluoropyridin-4-yl)-7-methoxy-3-methyl-8-(2-methyl-2H-1,2,3-triazol-4-yl)-1,3-dihydroimidazo-[4,5-c]quinolin-2-one